C(C)(C)(C)OC(=O)N1CCC2(CCN2C(=O)C=2N=C3N(C=CC=C3)C2)CC1 1-(imidazo[1,2-a]pyridine-2-carbonyl)-1,7-diazaspiro[3.5]nonane-7-carboxylic acid tert-butyl ester